C(CCC)OCC1CO1 normal-butylglycidyl ether